C(CCCCCC\C=C/C\C=C/CCCCC)O (8z,11z)-heptadeca-8,11-dien-1-ol